3-cyano-6-tert-butyl-8-bromocarbazole C(#N)C=1C=CC=2NC3=C(C=C(C=C3C2C1)C(C)(C)C)Br